1-[(3-aminopropyl)methylamino]-2-Butanol NCCCN(CC(CC)O)C